(E)-2-(3,7-Dimethylocta-1,6-dienyl)pyridine CC(/C=C/C1=NC=CC=C1)CCC=C(C)C